C(C)(C)(C)OC(=O)N[C@@H]1C[C@H](CC1)C(=O)O (1S,3S)-3-((tert-butoxycarbonyl)amino)cyclopentanecarboxylic acid